3,4-dichloro-N-((S)-4-((1R,2S)-2-(4-fluorophenyl)cyclopropylamino)-1-(4-(methylsulfonyl)piperazin-1-yl)-1-oxobutan-2-yl)benzamide ClC=1C=C(C(=O)N[C@H](C(=O)N2CCN(CC2)S(=O)(=O)C)CCN[C@H]2[C@@H](C2)C2=CC=C(C=C2)F)C=CC1Cl